2-[[[5-[5-[2-(cyclopropanecarbonylamino)-1,3-benzothiazol-7-yl]-2-methoxy-phenyl]-2-furyl]-[(2-ethoxy-1,1-dimethyl-2-oxo-ethyl) amino] phosphoryl] amino]-2-methyl-propanoate C1(CC1)C(=O)NC=1SC2=C(N1)C=CC=C2C=2C=CC(=C(C2)C2=CC=C(O2)P(=O)(NC(C(=O)OCC)(C)C)NC(C(=O)[O-])(C)C)OC